6-{2-hydroxy-1-[(2S)-2-(hydroxymethyl)pyrrolidin-1-yl]propan-2-yl}-3-methoxy-2,3-dihydro-1H-isoindol-1-one OC(CN1[C@@H](CCC1)CO)(C)C1=CC=C2C(NC(C2=C1)=O)OC